FC1(CC1)C(=O)N1CCC(CC1)N1N=CC(=C1)NC1=NC=C(C(=N1)C1=C(C(=O)O)C=CC=C1)C (2-((1-(1-(1-fluorocyclopropanecarbonyl)piperidin-4-yl)-1H-pyrazol-4-yl)amino)-5-methylpyrimidin-4-yl)benzoic acid